C(C)(C)(C)OC(N(C)C1=CC(=C(C=C1)Cl)C1=COCCCN1C=O)=O (4-chloro-3-(4-formyl-4,5,6,7-tetrahydro-1,4-oxazepin-3-yl)phenyl)-(methyl)carbamic acid tert-butyl ester